C(C1=CC=CC=C1)OC=1C(=NC(=CC1)I)Br 3-(benzyloxy)-2-bromo-6-iodopyridine